N1(CCNCC1)C=1C=C(C#N)C=CN1 2-(piperazin-1-yl)isonicotinonitrile